methyl 2-(tert-butoxycarbonylamino)-2-phthalazin-1-yl-acetate C(C)(C)(C)OC(=O)NC(C(=O)OC)C1=NN=CC2=CC=CC=C12